anti-acetyl-choline C(C)(=O)OCC[N+](C)(C)C